NC(CCN(C(CCl)=O)NC(=O)[C@@H](CC(C)C)NC(OC(C)(C)C)=O)=O tert-Butyl N-[(1R)-1-[[(3-amino-3-oxo-propyl)-(2-chloroacetyl)amino]carbamoyl]-3-methyl-butyl]carbamate